6-((4-(3-(6-(4-amino-4-methylpiperidin-1-yl)-1H-pyrazolo[3,4-b]pyrazin-3-yl)-2-chlorophenyl)piperazin-1-yl)methyl)-2-(2,6-dioxopiperidin-3-yl)-4-fluoroisoindoline-1,3-dione NC1(CCN(CC1)C1=CN=C2C(=N1)NN=C2C=2C(=C(C=CC2)N2CCN(CC2)CC2=CC(=C1C(N(C(C1=C2)=O)C2C(NC(CC2)=O)=O)=O)F)Cl)C